COC(C(C(=O)C=1SC=C(C1)C1=CN(C2=C(C=CC=C12)F)C(=O)OC(C)(C)C)C)=O 2-methyl-3-(4-(7-fluoro-1-Boc-1H-indol-3-yl)thiophen-2-yl)-3-oxopropanoic acid methyl ester